ethyl (R)-1-((2-aminopropyl)amino)furo[3,2-f]quinoline-2-carboxylate N[C@@H](CNC1=C(OC=2C1=C1C=CC=NC1=CC2)C(=O)OCC)C